C(C)(C)(C)OC(C1=C(C(=CC=C1)C[C@@H](B1OC2(C3C(C(CC2O1)C3)(C)C)C)NC(C3=CC(=C(C=C3)O)OC(C)=O)=O)OC)=O tert-butyl-3-((2R)-2-(3-acetoxy-4-hydroxybenzamido)-2-(2,9,9-trimethyl-3,5-dioxa-4-bora-tricyclo[6.1.1.02,6]dec-4-yl)ethyl)-2-methoxybenzoate